2',6'-difluoro-[1,1'-biphenyl]-3,4'-diamine FC1=C(C(=CC(=C1)N)F)C1=CC(=CC=C1)N